5-amino-3-(4-bromophenyl)-1-(3,3-difluoro-4-piperidinyl)tetrazole-4-carbonitrile NC1N(N(NN1C1C(CNCC1)(F)F)C1=CC=C(C=C1)Br)C#N